C(C)(C)(C)OC(=O)NCC=1C=C(C=CC1)C1=NN2C(C(=N1)C(=O)NC1=C(C=CC=C1C)CC(=O)OCC)=CC=C2 ethyl 2-(2-(2-(3-(((tert-butoxycarbonyl)amino)methyl)phenyl)pyrrolo[2,1-f][1,2,4]triazine-4-carboxamido)-3-methylphenyl)acetate